BrC1=CC2=C(N=C(S2)NC(=O)[C@H]2[C@H](C2)F)C=C1 (1S,2S)-N-(6-bromobenzo[d]thiazol-2-yl)-2-fluorocyclopropane-1-carboxamide